4-((4-chlorophenyl)sulfonamido)-3-((1S,4S)-4-methoxycyclohexyl)-1-methyl-1H-pyrazole-5-carboxylic acid ClC1=CC=C(C=C1)S(=O)(=O)NC=1C(=NN(C1C(=O)O)C)C1CCC(CC1)OC